C1(CC1)C=1C=CC=2N(C1)C=C(N2)C2CCC=1N2C=C(N1)C(=O)OC methyl 5-(6-cyclopropylimidazo[1,2-a]pyridin-2-yl)-6,7-dihydro-5H-pyrrolo[1,2-a]imidazole-2-carboxylate